4-(2-methoxyphenyl)-2-[4-(2,2,2-trifluoroethoxy)phenyl]-2,3-dihydro-1H-pyrrolo[3,4-c]pyridin-1-one COC1=C(C=CC=C1)C1=NC=CC2=C1CN(C2=O)C2=CC=C(C=C2)OCC(F)(F)F